C(C)(=O)N1[C@H](CN(C[C@H]1C)C(C=C)=O)C1=CC(=NC(=C1)Cl)C1=CC(=NC(=N1)C(F)(F)F)C(=O)NC 6-(4-((2s,6R)-1-acetyl-4-acryloyl-6-methylpiperazin-2-yl)-6-chloropyridin-2-yl)-N-methyl-2-(trifluoromethyl)pyrimidine-4-carboxamide